manganese (decanoate) C(CCCCCCCCC)(=O)[O-].[Mn+2].C(CCCCCCCCC)(=O)[O-]